bis{3,4,6-trichloro-2-[(3-phenylpropoxy)carbonyl] phenyl}oxalate ClC=1C(=C(C(=CC1Cl)Cl)OC(C(=O)OC1=C(C(=C(C=C1Cl)Cl)Cl)C(=O)OCCCC1=CC=CC=C1)=O)C(=O)OCCCC1=CC=CC=C1